3-fluoro-4-((7-methoxy-6-methyl-1,5-naphthyridin-4-yl)oxy)aniline sodium [Na].FC=1C=C(N)C=CC1OC1=CC=NC2=CC(=C(N=C12)C)OC